lutetium (II) chloride [Cl-].[Lu+2].[Cl-]